CC1=CC=CC(=N1)C1=NC=CC(=N1)NC1=NC(=NC=C1)NC1=CC(=NC=C1)C(=O)OCC1CNC1 azetidin-3-ylmethyl 4-[[4-[[2-(6-methyl-2-pyridyl)pyrimidin-4-yl]amino]pyrimidin-2-yl]amino]pyridine-2-carboxylate